Cl.CNC1CCN(CC1)CC(F)(F)F N-methyl-1-(2,2,2-trifluoroethyl)piperidin-4-amine hydrochloride